2-(6-bromo-1-oxo-spiro[3H-isoquinoline-4,1'-cyclopropane]-2-yl)-N-[(3R)-3-piperidyl]acetamide HCl salt Cl.BrC=1C=C2C(=CC1)C(N(CC21CC1)CC(=O)N[C@H]1CNCCC1)=O